tert-butyl (1S,3aS,6aR)-5-benzyl-1-(hydroxymethyl)-3-oxohexahydropyrrolo[3,4-C]pyrrole-2(1H)-carboxylate C(C1=CC=CC=C1)N1C[C@H]2[C@@H](C1)C(N([C@@H]2CO)C(=O)OC(C)(C)C)=O